C(CCCCC)C1(CCCCC1)C(=O)Cl 1-Hexylcyclohexane-1-carbonyl chloride